(1S,3R)-3-(7-fluoro-2-(2-fluorophenyl)-6-(1H-1,2,4-triazol-3-yl)-1H-benzo[d]imidazol-1-yl)cyclohexan-1-amine FC1=C(C=CC2=C1N(C(=N2)C2=C(C=CC=C2)F)[C@H]2C[C@H](CCC2)N)C2=NNC=N2